N1(CCC1)C1=C(C=C(C(=C1)OC)NC1=NC=CC(=N1)N1N=C(C(=C1)CN1CCC1)C1=CC=CC=C1)NC(C=C)=O N-(2-(azetidin-1-yl)-5-(4-(4-(azetidin-1-ylmethyl)-3-phenyl-1H-pyrazol-1-yl)pyrimidin-2-ylamino)-4-methoxyphenyl)acrylamide